3-(3-((7-fluoro-1,1-dioxido-2,3-dihydrobenzo[b]thiophen-6-yl)amino)-1H-pyrazol-5-yl)cyclopentyl (1-methylcyclopropyl)carbamate CC1(CC1)NC(OC1CC(CC1)C1=CC(=NN1)NC=1C=CC2=C(S(CC2)(=O)=O)C1F)=O